C1(=CC=CC=C1)N1NC(=CC1C1=CC=C(C=C1)OC)C1=CC=C(C=C1)C(C)C 1-phenyl-3-(4-isopropyl-phenyl)-5-(4-methoxy-phenyl)-pyrazoline